[1,6]diazepine N1C=CC=CN=C1